Cl.Cl.F[C@@H](COC1=NC=CC(=C1)CN)C (R)-(2-(2-fluoropropoxy)pyridin-4-yl)methylamine dihydrochloride